NC(C(=O)O[C@@H](COC=1C(=C2C(=NC=NN2C1)OC=1[C@H](C2=CC(=NC2=CC1)C)F)C)C)C (S)-((R)-1-(4-(4-fluoro-2-methyl-4H-indol-5-yloxy)-5-methylpyrrolo[2,1-f][1,2,4]triazin-6-yloxy) propan-2-yl) 2-aminopropionate